FC1(CC2CN(C1C2)C=2N=C1N(C(C2C)=O)C=C(C=C1[C@@H](C)NC1=C(C(=O)O)C=CC=C1)C)F 2-(((1R)-1-(2-(6,6-difluoro-2-azabicyclo[2.2.1]heptan-2-yl)-3,7-dimethyl-4-oxo-4H-pyrido[1,2-a]pyrimidin-9-yl)ethyl)amino)benzoic acid